3-methyl-2-(quinolin-8-ylsulfonyl)-2H-benzo[g]indazol-4,5-dione CC=1N(N=C2C3=C(C(C(C12)=O)=O)C=CC=C3)S(=O)(=O)C=3C=CC=C1C=CC=NC31